6-bromo-2-(2-(4,4-difluoropiperidin-1-yl)-6-methylpyridin-4-yl)-8-(6-azaspiro[2.5]oct-6-yl)-3,4-dihydroisoquinolin-1(2H)-one BrC=1C=C2CCN(C(C2=C(C1)N1CCC2(CC2)CC1)=O)C1=CC(=NC(=C1)C)N1CCC(CC1)(F)F